C1(=CC=CC=C1)[C@H](CC)NC1=NC=C(C(=O)NO)C=C1F (S)-6-(1-phenylpropyl)amino-5-fluoro-N-hydroxynicotinamide